(7S)-4,7-difluoro-N-[(1R)-3-(4-hydroxypiperidin-1-yl)-1-(6-pyridazin-4-ylpyridin-3-yl)propyl]-7-(1-methylethyl)-5,6,7,8-tetrahydroacridine-2-carboxamide FC1=CC(=CC2=CC=3C[C@@](CCC3N=C12)(C(C)C)F)C(=O)N[C@H](CCN1CCC(CC1)O)C=1C=NC(=CC1)C1=CN=NC=C1